(4aR,8aS)-6-(3-(6-(4-Fluorophenoxy)pyridin-3-yl)azetidin-1-carbonyl)hexahydro-2H-pyrido[4,3-b][1,4]oxazin-3(4H)-on FC1=CC=C(OC2=CC=C(C=N2)C2CN(C2)C(=O)N2C[C@@H]3[C@@H](OCC(N3)=O)CC2)C=C1